NC=1C2=C(N=CN1)N(C=C2C2=C1C=CC=NC1=C(C=C2)NC(=O)NC2=NOC(=C2)C2(CC2)C(F)(F)F)C2CC2 1-(5-(4-amino-7-cyclopropyl-7H-pyrrolo[2,3-d]pyrimidin-5-yl)quinolin-8-yl)-3-(5-(1-(trifluoromethyl)cyclopropyl)-isoxazol-3-yl)urea